1-bromo-8-(phenyl-d5)dibenzo[b,d]furan-2,3,4,6,7,9-d6 BrC1=C(C(=C(C=2OC=3C(C21)=C(C(=C(C3[2H])[2H])C3=C(C(=C(C(=C3[2H])[2H])[2H])[2H])[2H])[2H])[2H])[2H])[2H]